S1CCN(CC2=C1C=CC=C2)C2=NC1=CC=C(C=C1C(=N2)NCCNC(OC(C)(C)C)=O)C tert-butyl {2-[2-(2,3-dihydro-1,4-benzothiazepin-4(5H)-yl)-6-methylquinazolin-4-yl]aminoethyl}carbamate